[1,3-bis(2,6-diisopropylphenyl)-2-imidazolidinylidene]dichloro(o-isopropoxyphenylmethylene)ruthenium (II) C(C)(C)C1=C(C(=CC=C1)C(C)C)N1C(N(CC1)C1=C(C=CC=C1C(C)C)C(C)C)=[Ru-4](=CC1=C(C=CC=C1)OC(C)C)(Cl)Cl